C(N)(=O)C=1C(=NC=CC1)OC1=CC=C(C=C1)CC(=O)NC1=NC2=C(N1C)C=CC(=C2)C(=O)OC methyl 2-(2-(4-((3-carbamoylpyridin-2-yl) oxy) phenyl) acetamido)-1-methyl-1H-benzo[d]imidazole-5-carboxylate